Cl.CN(CCCN=C=N)C N'-(3-dimethylaminopropyl)carbodiimide hydrochloride